NC=1NC2=C(N1)C=C(C(=C2)C)C 2-amino-5,6-dimethylbenzimidazole